3-(((2-(3-(m-tolyloxy)cyclohexyl)propyl)amino)methyl)aniline C1(=CC(=CC=C1)OC1CC(CCC1)C(CNCC=1C=C(N)C=CC1)C)C